COC=1C(=C2C=CNC2=C(C1)C)CN1[C@@H](C[C@@H](CC1)NS(N)(=O)=O)C1=C(C(=O)O)C=CC=C1 (2S,4R)-(1-((5-methoxy-7-methyl-1H-indol-4-yl)methyl)-4-(sulfamoylamino)piperidin-2-yl)benzoic acid